N1N=NC=C1C1[C@H]2CN(C[C@@H]12)C1=NN=C(O1)C=1C=NC(=NC1)NCCC1=CC=C(C=C1)C(F)(F)F 5-(5-((1R,5S,6r)-6-(1H-1,2,3-triazol-5-yl)-3-azabicyclo[3.1.0]hexan-3-yl)-1,3,4-oxadiazol-2-yl)-N-(4-(trifluoromethyl)phenethyl)pyrimidin-2-amine